((S)-1-[1,4]Dioxan-2-ylmethoxy)-9-(4-hydroxy-pentyl)-6,7-dihydro-pyrimido[6,1-a]isoquinolin-4-one O1[C@@H](COCC1)COC=1C=NC(N2C1C1=CC=C(C=C1CC2)CCCC(C)O)=O